(3,4-diaminophenyl)dimethylphosphine NC=1C=C(C=CC1N)P(C)C